piperazine-1-carboxylic acid hydrazide N1(CCNCC1)C(=O)NN